(((((1R,2R,3S,4R)-4-(5-chloro-7-((2-chlorobenzyl)(methyl)amino)-3H-[1,2,3]triazolo[4,5-d]pyrimidin-3-yl)-2,3-dihydroxycyclopentyl)methoxy)(hydroxy)phosphoryl)methyl)phosphonic acid ClC=1N=C(C2=C(N1)N(N=N2)[C@H]2[C@@H]([C@@H]([C@H](C2)COP(=O)(O)CP(O)(O)=O)O)O)N(C)CC2=C(C=CC=C2)Cl